ethyl-3-propylurea C(C)NC(=O)NCCC